O1C(OCC1)C1=C(OCC(=O)O)C=CC=C1C#C 2-(1,3-dioxolan-2-yl)-3-ethynylphenoxyacetic acid